C(C)C(CN1CCOCC1)CCCC N-(2-ethylhexyl)morpholine